C(C)(C)(C)[Si](OC1=CC=C(C=C1)C(C(=O)OC)C)(C)C methyl 2-{p-[(tert-butyl)bis(methyl)siloxy]phenyl}propionate